CN1N=CC(=C1)C1=CC=C(C(=O)O)C=C1 4-(1-methyl-1H-pyrazol-4-yl)benzoic acid